2-C-methyl-D-erythritol 4-phosphate P(=O)(O)(O)OC[C@H]([C@](CO)(O)C)O